tert-butyl 3-[2-(2,2-dimethoxyethoxy)-8-fluoro-7-[3-(methoxymethoxy)-8-methyl-1-naphthyl]pyrido[4,3-d]pyrimidin-4-yl]-3,8-diazabicyclo[3.2.1]octane-8-carboxylate COC(COC=1N=C(C2=C(N1)C(=C(N=C2)C2=CC(=CC1=CC=CC(=C21)C)OCOC)F)N2CC1CCC(C2)N1C(=O)OC(C)(C)C)OC